5,7-dihydroxy-8-[(4-hydroxyhexahydropyridin-1-yl)methyl]-3-(4-methoxyphenyl)-4H-chromen-4-one OC1=C2C(C(=COC2=C(C(=C1)O)CN1CCC(CC1)O)C1=CC=C(C=C1)OC)=O